FC1=CC=C(C=C1)C=1N=CN(C1)C1=CC=CC=C1 4-(4-fluorophenyl)-1-phenyl-1H-imidazole